[18F][C@H]1C(O[C@H]([C@@H]1O)CO)N1C(=O)NC(=O)C(=C1)C 1-(2-deoxy-2-[18F]fluoro-L-arabinofuranosyl)-5-methyluracil